P(SC1=CC=C(C=C1)C)(SC1=CC=C(C=C1)C)SC1=CC=C(C=C1)C tricresyl trithiophosphite